NC1=NC2=NC=C(N=C2C(N1)=O)CN(C(C(F)(F)F)=O)C1=CC=C(C(=O)N[C@@H](CCC(=O)N2CCN(CC2)C(=O)OC(C)(C)C)C(=O)OC(C)(C)C)C=C1 tert-butyl (S)-4-(4-(4-(N-((2-amino-4-oxo-3,4-dihydropteridin-6-yl)methyl)-2,2,2-trifluoroacetamido)benzamido)-5-(tert-butoxy)-5-oxopentanoyl)piperazine-1-carboxylate